3-bromo-6-methyl-1,7-naphthyridin-8-ol BrC=1C=NC2=C(N=C(C=C2C1)C)O